2-((2s,3s,4s)-5-chloro-2-((((trans)-4-hydroxy-4-methylcyclohexyl)amino)methyl)-3-methyl-2-phenyl-2,3-dihydrobenzofuran-4-yl)-4-(difluoromethoxy)-3-fluorobenzamide ClC=1C=CC2=C([C@@H]([C@](O2)(C2=CC=CC=C2)CNC2CCC(CC2)(C)O)C)C1C1=C(C(=O)N)C=CC(=C1F)OC(F)F